(R)-1-(2-chloropyridin-3-yl)ethyl (4-(5-(1H-pyrazole-4-carboxamido) pyridin-2-yl)-1-methyl-1H-1,2,3-triazol-5-yl)carbamate N1N=CC(=C1)C(=O)NC=1C=CC(=NC1)C=1N=NN(C1NC(O[C@H](C)C=1C(=NC=CC1)Cl)=O)C